2,4,6-trimethylbenzoyl-phenyl-phosphine CC1=C(C(=O)PC2=CC=CC=C2)C(=CC(=C1)C)C